tert-butyl (S)-(1-((3-((3-((3-carbamoyl-5-ethyl-6-((tetrahydro-2H-pyran-4-yl)amino)pyrazin-2-yl)amino)-5-methoxyphenethyl)amino)-3-oxopropyl)amino)-1-oxopropan-2-yl)(methyl)carbamate C(N)(=O)C=1C(=NC(=C(N1)CC)NC1CCOCC1)NC=1C=C(CCNC(CCNC([C@H](C)N(C(OC(C)(C)C)=O)C)=O)=O)C=C(C1)OC